N,N-diethyl-N'-methyl-ethylenediamine thulium [Tm].C(C)N(CCNC)CC